1-(4-(2-(2,6-dimethylpyridin-4-yl)-3-isopropyl-1H-indol-5-yl)piperidin-1-yl)-2-(2,5-dimethylpyrrolidin-1-yl)ethan-1-one potassium carbonate C([O-])([O-])=O.[K+].CC1=NC(=CC(=C1)C=1NC2=CC=C(C=C2C1C(C)C)C1CCN(CC1)C(CN1C(CCC1C)C)=O)C.[K+]